C(C)C1=C(C(=CC=C1)CC)N1C(=NC(C(=C1O)CC1=CC(=C(C=C1)C1=C(C(=NC=C1)F)C)F)=O)C1=NN(C=C1)C 1-(2,6-diethylphenyl)-5-{[3-fluoro-4-(2-fluoro-3-methylpyridin-4-yl)phenyl]methyl}-6-hydroxy-2-(1-methyl-1H-pyrazol-3-yl)-1,4-dihydropyrimidin-4-one